1-methyl-1,2,3,4-tetrahydro-beta-carboline-3-carboxylic acid methyl ester COC(=O)C1NC(C=2NC3=CC=CC=C3C2C1)C